3-iodo-1-(2-methoxyethyl)-1H-pyrazolo[3,4-d]pyrimidin-4-amine IC1=NN(C2=NC=NC(=C21)N)CCOC